Cl.CN1CCN(CC1)C=1C=CC=C(C(=O)N)C1 5-(4-methylpiperazin-1-yl)benzamide hydrochloride